F[B-](F)(F)F.C(C)[N+]1(CCCC1)CC N,N-diethylpyrrolidinium tetrafluoroborate